C(C)(=O)N1CCC=CCC(C2=NN=C(C=3C(=CC(=C(C1)N3)C(F)(F)F)NC(OC(C)(C)C)=O)O2)(C(F)(F)F)OCC2=CC=CC=C2 tert-Butyl N-[12-acetyl-6-benzyloxy-6,15-bis(trifluoromethyl)-19-oxa-3,4,12,18-tetrazatricyclo[12.3.1.12,5]nonadeca-1(18),2,4,8,14,16-hexaen-17-yl]carbamate